NC1=NC=C(C(=C1C1=NC2=C(N1)C=CC(=C2)C#N)N2CCC(CC2)N)C2=CC(=CC(=C2)C)F 2-[2-amino-4-(4-aminopiperidin-1-yl)-5-(3-fluoro-5-methylphenyl)pyridin-3-yl]-1H-1,3-benzodiazole-5-carbonitrile